methyl 4-amino-9-(2-((1R,3S,5R)-3-((6-bromopyridin-2-yl) carbamoyl)-2-azabicyclo[3.1.0]hex-2-yl)-2-oxoethyl)-8-methoxy-9H-pyrimido[4,5-b]indole-6-carboxylate NC1=NC=NC=2N(C3=C(C=C(C=C3C21)C(=O)OC)OC)CC(=O)N2[C@@H]1C[C@@H]1C[C@H]2C(NC2=NC(=CC=C2)Br)=O